methyl-butyl-benzyl alcohol CC(C1=CC=CC=C1)(CCCC)O